1-[2-cyano-4-(trifluoromethyl)phenyl]-4-{2'-ethoxy-[2,3'-bipyridine]-5-yl}-N-[(3S)-1-methylpyrrolidin-3-yl]piperidine-4-carboxamide C(#N)C1=C(C=CC(=C1)C(F)(F)F)N1CCC(CC1)(C(=O)N[C@@H]1CN(CC1)C)C=1C=CC(=NC1)C=1C(=NC=CC1)OCC